(1r,3r)-3-(4-fluoro-3-(trifluoromethoxy)phenoxy)cyclobutane-1-amine hydrochloride Cl.FC1=C(C=C(OC2CC(C2)N)C=C1)OC(F)(F)F